1-(1H-pyrazol-1-yl)cyclopropane-1-carboxylic acid N1(N=CC=C1)C1(CC1)C(=O)O